BrC1=CC=C2CN(C(C2=C1)=O)C(C(=O)NN)C1=C(C=CC(=C1)F)OCOC (6-bromo-1-oxo-isoindolin-2-yl)-2-[5-fluoro-2-(methoxymethoxy)phenyl]-acethydrazide